CC1=NC(=NC(=C1)C)SC1=C(C=CC=C1)N1CCC(CC1)N(C)C 1-(2-((4,6-dimethylpyrimidin-2-yl)thio)phenyl)-N,N-dimethylpiperidin-4-amine